4-(Tert-butylcarbamoylmethyl)-6-(5-(benzo[c][1,2,5]oxadiazol-5-yl)-1-methyl-1H-pyrazol-4-yl)phthalazin-1(2H)-one C(C)(C)(C)NC(=O)CC1=NNC(C2=CC=C(C=C12)C=1C=NN(C1C1=CC=2C(=NON2)C=C1)C)=O